C(C)S(=O)(=O)C=1C=C(C=NC1C1=NC2=C(C=NC(=C2)C(F)(F)F)N1C)N1C(SCC1)=O 3-[5-ethylsulfonyl-6-[3-methyl-6-(trifluoromethyl)imidazo[4,5-c]pyridin-2-yl]-3-pyridinyl]thiazolidin-2-one